BrC1=C2C=C(N=CC2=C(N=C1)NCC1=CC=C(C=C1)OC)NC(=O)C1CC1 N-(5-bromo-8-((4-methoxybenzyl)amino)-2,7-naphthyridin-3-yl)cyclopropanecarboxamide